[N+](=O)([O-])C1=C(C(=O)OC2=CC3=C(NC=N3)C=C2)C=CC=C1 1H-benzo[d]imidazol-5-yl 2-nitrobenzoate